C(C1=CC=CC=C1)(C1=CC=CC=C1)NC1(CC1)C(C(=O)O)C [1-(benzhydrylamino)cyclopropyl]Propionic acid